ClC=1C=NN2C1C(=CC(=C2)C=2N=NN(C2C)[C@H]2[C@H](CN(CC2)C#N)O)OC(CO)C2=NC=C(C=C2)F (3S,4R)-4-[4-[3-Chloro-4-[1-(5-fluoro-2-pyridyl)-2-hydroxy-ethoxy]pyrazolo[1,5-a]pyridin-6-yl]-5-methyl-triazol-1-yl]-3-hydroxy-piperidine-1-carbonitrile